[Cu](=O)=O.[Ni] nickel copper dioxide